6-(2,4-dimethylpyrazol-3-yl)pyridazin-3-amine CN1N=CC(=C1C1=CC=C(N=N1)N)C